C1C(CC12CCC2)N2CCNCC2 (spiro[3.3]heptan-2-yl)piperazin